lithium glycolate hydrate O.C(CO)(=O)[O-].[Li+]